ClC=1C=2N(C=C(C1)C(=O)N1C[C@@H](C[C@H](C1)F)N)N=C(C2C)C2=CC=1C(=NC(=CC1)Cl)N2CC2CC2 (3r,5r)-1-{4-chloro-2-[6-chloro-1-(cyclopropylmethyl)-1H-pyrrolo[2,3-b]pyridin-2-yl]-3-methylpyrazolo[1,5-a]pyridine-6-carbonyl}-5-fluoropiperidin-3-amine